bis(ethylacetoacetate) Zirconium [Zr+2].C(C)CC(CC(=O)[O-])=O.C(C)CC(CC(=O)[O-])=O